(2s,5r)-2-(aminocarbonyl)-7-oxo-1,6-diazabicyclo[3.2.1]oct-6-yl sulfate (tetrabutylammonium) salt C(CCC)[N+](CCCC)(CCCC)CCCC.S(=O)(=O)(ON1[C@@H]2CC[C@H](N(C1=O)C2)C(=O)N)[O-]